3-(3-(1H-pyrrol-1-yl)-7-((tetrahydro-2H-pyran-4-yl)amino)benzo[b]thiophen-2-yl)prop-2-yn N1(C=CC=C1)C=1C2=C(SC1C#CC)C(=CC=C2)NC2CCOCC2